O1COC2=C1C=CC(=C2)OC[C@@H](CC=C)O (R)-1-(benzo[d][1,3]dioxol-5-yloxy)pent-4-en-2-ol